N1=C(C=CC=C1)C=1C(=NC=CN1)C(C)NC(C1=CC(=CC(=C1)S(=O)(=O)C(F)(F)F)C(F)(F)F)=O N-[1-[3-(2-pyridyl)pyrazin-2-yl]ethyl]-3-(trifluoromethyl)-5-(trifluoromethylsulfonyl)benzamide